NCC#CC1=CC(=CO1)C#CCCN 4-(5-(3-aminoprop-1-yn-1-yl)furan-3-yl)but-3-yn-1-amine